8-Tert-butyl 2-ethyl (1S,2S,5R)-4-oxo-3,8-diazabicyclo[3.2.1]octane-2,8-dicarboxylate O=C1N[C@@H]([C@@H]2CC[C@H]1N2C(=O)OC(C)(C)C)C(=O)OCC